3-[(3RS)-3-(propan-2-yl)piperazin-1-yl]-1,2,4-triazin CC(C)[C@@H]1CN(CCN1)C=1N=NC=CN1 |r|